ClC=1C=C2C(NCCOC3=CC=CC=C3C=3C(=CC(=C(NS(C(C1OC(F)F)=C2)(=O)=O)C3)F)F)=O 15-chloro-16-(difluoromethoxy)-21,23-difluoro-8-oxa-18lambda6-thia-11,19-diazatetracyclo[18.3.1.113,17.02,7]pentacosa-1(24),2,4,6,13,15,17(25),20,22-nonaene-12,18,18-trione